6-methoxy-3,4-dihydro-naphthalen-1(2H)-one COC=1C=C2CCCC(C2=CC1)=O